C1(=CC=CC=C1)C=1C(=C(C=CC1)Cl)Cl phenyldichlorobenzene